3-chloro-2-(5,8-dichloro-2-cyclopropyl-4-oxo-1,6-naphthyridin-1(4H)-yl)benzonitrile ClC=1C(=C(C#N)C=CC1)N1C(=CC(C2=C(N=CC(=C12)Cl)Cl)=O)C1CC1